1-(6,7-dihydro-5H-benzo[6,7]cyclohepta[1,2-c]pyridazin-3-yl)-N3-(7-(3-(R)-fluoropyrrolidin-1-yl)-6,7,8,9-tetrahydro-5H-benzo[7]annulene-2-yl)-1H-1,2,4-triazole-3,5-diamine N1=NC(=CC2=C1C1=C(CCC2)C=CC=C1)N1N=C(N=C1N)NC=1C=CC2=C(CCC(CC2)N2C[C@@H](CC2)F)C1